FC(C(CC#N)CCC#N)(F)F 3-trifluoromethyladiponitrile